C(C)(C)(C)[C@@H]1N(CCN(C1C)C1=NC(=CC=C1)Cl)C(=O)OCCCC(OC1=C(C(=CC=C1)F)F)C1=NC(=NN1)Br 4-(3-bromo-1H-1,2,4-triazol-5-yl)-4-(2,3-difluorophenoxy)butan-1-ol Tert-butyl-(S)-4-(6-chloropyridin-2-yl)-3-methylpiperazin-1-carboxylate